N-[3-(dimethylamino)propyl]Hexadecanamide CN(CCCNC(CCCCCCCCCCCCCCC)=O)C